NCCC(N)CO[Si](OC)(OC)CCC1=CC=CC=C1 (Aminoethyl-Aminomethyl)Phenethyltrimethoxysilane